ClC1=NC(=CC(=C1CC(C(=O)OC)(C)C)C1=C(C=C(C=C1)F)F)Cl methyl 3-(2,6-dichloro-4-(2,4-difluorophenyl) pyridin-3-yl)-2,2-dimethylpropionate